propane-1,3-diyl bis(hex-5-ynoate) C(CCCC#C)(=O)OCCCOC(CCCC#C)=O